CN(CCNC(=O)C1=C(C=C2C=NN(C2=C1)CC(C)C)OC1=CC2=CC=CC=C2C=C1)C N-(2-(dimethylamino)ethyl)-1-isobutyl-5-(naphthalen-2-yloxy)-1H-indazole-6-carboxamide